NC1=C(C=NC=N1)C1=CC=C(C=C1)CC1=CC=CC=C1 6-amino-5-(4-benzylphenyl)pyrimidin